CC(CCOCCC#N)(CCOCCC#N)OCCC#N 3,3',3''-((3-methylpentane-1,3,5-triyl)tris(oxy))tripropanenitrile